C1(=CC=CC=C1)SC[C@@H](CCN1CCN(CC1)C(=O)OCC(Cl)(Cl)Cl)NC1=C(C=C(C=C1)S(N)(=O)=O)S(=O)(=O)C(F)(F)F (R)-2,2,2-trichloroethyl 4-(4-(phenylthio)-3-((4-sulfamoyl-2-((trifluoromethyl)sulfonyl)phenyl)amino)butyl)piperazine-1-carboxylate